N1C=NC2=C1C=CC(=C2)OB(O)O (1H-benzoimidazol-5-yl)boric acid